BrC1=C(CS(=O)(=O)C2=CC3=C(S\C(\C(N3)=O)=C/C3=CC=C(C=C3)[N+](=O)[O-])C=C2)C(=CC=C1)Br (Z)-6-((2,6-dibromobenzyl)sulfonyl)-2-(4-nitrobenzylidene)-2H-benzo[b][1,4]thiazin-3(4H)-one